C1(CC1)C=1N=NC2=C(C=C(C=C2C1)C(=O)N)OC 3-cyclopropyl-8-methoxycinnoline-6-carboxamide